C(=O)(OC(C)(C)C)N[C@H]1C(O)O[C@@H]([C@H]([C@@H]1O)O)CO N-Boc-glucosamine